2-(3-chlorophenyl)-N-(5-((4-((2-oxopyridin-1(2H)-yl)methyl)benzyl)amino)pyridazin-3-yl)cyclopropane-1-carboxamide ClC=1C=C(C=CC1)C1C(C1)C(=O)NC=1N=NC=C(C1)NCC1=CC=C(C=C1)CN1C(C=CC=C1)=O